C(C=C)[C@@H]1[C@@](CN(C1)C(CN(C(=O)OC(C)(C)C)CC1=CC=CC=C1)=O)(C(=O)OCC(C1=CC=CC=C1)=O)N=[N+]=[N-] 2-oxo-2-phenylethyl (3R,4S)-4-allyl-3-azido-1-[N-benzyl-N-(tert-butoxycarbonyl)glycyl]pyrrolidine-3-carboxylate